N,1-dimethylpiperidine-3-carboxamide CNC(=O)C1CN(CCC1)C